9-(4-(1H-pyrazol-1-yl)benzyl)-2-(2-(cyclopropylmethoxy)phenyl)-7,9-dihydro-8H-purin-8-one N1(N=CC=C1)C1=CC=C(CN2C3=NC(=NC=C3NC2=O)C2=C(C=CC=C2)OCC2CC2)C=C1